C1(CC1)NC(C1=C(C=C(C=C1OC)C1=CN=C2N1C=CC(=C2)OCC(C)N(C)C)OC(F)F)=O N-cyclopropyl-2-(difluoromethoxy)-4-[7-[2-(dimethylamino)propoxy]imidazo[1,2-a]pyridin-3-yl]-6-methoxy-benzamide